N-(2-hydroxylpropyl)methacrylamide OC(CNC(C(=C)C)=O)C